2,2-dimethyl-3-((3-methylpyridin-2-yl)oxy)propionic acid CC(C(=O)O)(COC1=NC=CC=C1C)C